ClC=1C=CC(=NC1O[C@H]1COCC1)NC=1SC=C(N1)C=1C=NC(=CC1)NC (R)-N-(5-chloro-6-((tetrahydrofuran-3-yl)oxy)pyridin-2-yl)-4-(6-(methylamino)pyridin-3-yl)thiazol-2-amine